N-(6-cyano-5-methylbenzo[d]isoxazol-3-yl)-2,4-dimethoxybenzenesulfonamide Sodium [Na].C(#N)C1=CC2=C(C(=NO2)NS(=O)(=O)C2=C(C=C(C=C2)OC)OC)C=C1C